C(C1=CC=CC=C1)OCCC(C(C(=O)OCC)N(NC(=O)[O-])C(=O)OC(C)(C)C)=O tert-butyl 1-(5-(benzyloxy)-1-ethoxy-1,3-dioxopentan-2-yl)hydrazine-1,2-dicarboxylate